BrCCOC=1C=C2CCC(N(C2=CC1)C(C)C)=O 6-(2-bromoethoxy)-1-(propan-2-yl)-1,2,3,4-tetrahydroquinolin-2-one